C(CCCCC(=O)OC=C)(=O)OC=C di-vinyl adipate